ClC=1C(=C(C=CC1OCC1CC1)NC=1C2=C(N=CN1)C=CC(=N2)N2[C@@H]1CN([C@H](C2)C1)C(C=C)=O)F 1-((1S,4S)-5-(4-((3-Chloro-4-(cyclopropylmethoxy)-2-fluorophenyl)amino)pyrido[3,2-d]pyrimidin-6-yl)-2,5-diazabicyclo[2.2.1]heptan-2-yl)prop-2-en-1-one